FC1=C2C=CNC2=CC(=C1OC=1C=CC(=C(C1)C1=NC(=NN1C)[C@]1(CCOC2=C(C=CC=C12)CCC(=O)OCC)C)F)F ethyl (S)-3-(4-(5-(5-((4,6-difluoro-1H-indol-5-yl)oxy)-2-fluorophenyl)-1-methyl-1H-1,2,4-triazol-3-yl)-4-methylchroman-8-yl)propanoate